(8S,9aR)-8-(2,3-dichloro-6-hydroxyphenyl)-3-(3R)-isopropyl-hexahydro-2H-pyrido[1,2-a]pyrazine-1,4-dione ClC1=C(C(=CC=C1Cl)O)[C@@H]1C[C@H]2N(C([C@H](NC2=O)C(C)C)=O)CC1